C1(=CC=CC=C1)C(C(C)C1=CC=CC=C1)C Bis(phenyl)butan